2-(difluoromethoxy)-4-methoxy-5-nitropyridine FC(OC1=NC=C(C(=C1)OC)[N+](=O)[O-])F